7-((3,4-Difluorobenzyl)oxy)-N,N-dimethyl-9-oxo-3,4,11,11a-tetrahydro-1H-pyrazino[1',2':3,4]imidazo[1,2-c]pyrimidine-2(9H)-carboxamide FC=1C=C(COC=2C=C3N(C(N2)=O)CC2N3CCN(C2)C(=O)N(C)C)C=CC1F